S1C(=CC=C1)CNC1CCCC=2C3=CC(=CC=C3NC12)C=1C=C2CNC(C2=CC1)=O 5-(1-((thiophen-2-ylmethyl)amino)-2,3,4,9-tetrahydro-1H-carbazol-6-yl)isoindolin-1-one